2'-Chloro-5'-(methoxy-d3)-6-(methyl-d3)-[4,4'-bipyridine]-3-carboxylic acid ClC1=NC=C(C(=C1)C1=C(C=NC(=C1)C([2H])([2H])[2H])C(=O)O)OC([2H])([2H])[2H]